CC1(C(NC(CC1)=O)=O)/N=C/C1=CC=CC=C1 3-methyl-3-[(E)-(phenylmethylidene)amino]piperidine-2,6-dione